FC=1C=C(CCOC=2C=C3N(C(N2)=O)C[C@@H]2N3CCC2)C=CC1 (R)-3-(3-fluorophenethoxy)-7,8,8a,9-tetrahydropyrrolo[1',2':3,4]imidazo[1,2-c]pyrimidin-1(6H)-one